C(CCC(=O)[O-])(=O)OC(C1=CC(=C(C(=C1)OCCCCCCCCCCCCCCCCCC)OCCCCCCCCCCCCCCCCCC)OCCCCCCCCCCCCCCCCCC)[C@@]1([C@H]([C@@H](O[C@@H]1CO)N1C(=O)NC(N)(C=C1)C(C1=CC=CC=C1)=O)OC)O 4-benzoyl-2'-O-methylcytidin-3'-yl-[3,4,5-tris(octadecyloxy)benzyl] succinate